1-tert-butyl 3-methyl (3R,5R)-5-[2,3-dichloro-6-(methoxymethoxy)phenyl]pyrrolidine-1,3-dicarboxylate ClC1=C(C(=CC=C1Cl)OCOC)[C@H]1C[C@H](CN1C(=O)OC(C)(C)C)C(=O)OC